NC=1C(=NC(=NC1)Cl)NC1(CCOCCC1)C#N 4-((5-amino-2-chloropyrimidin-4-yl)amino)oxepane-4-carbonitrile